octadecyl-amine di-n-butyl-phosphate C(CCC)OP(=O)(OCCCC)O.C(CCCCCCCCCCCCCCCCC)N